tert-butyl (Z)-(2-((5-(2-phenyl-1-(1-(tetrahydro-2H-pyran-2-yl)-1H-indazol-5-yl)but-1-en-1-yl)pyrimidin-2-yl)oxy)ethyl)carbamate C1(=CC=CC=C1)\C(=C(\C=1C=C2C=NN(C2=CC1)C1OCCCC1)/C=1C=NC(=NC1)OCCNC(OC(C)(C)C)=O)\CC